N-{4-fluoro-3-[5-(5-fluoropyridin-2-yl)-2H-pyrazolo[3,4-b]pyridin-2-yl]phenyl}azetidine FC1=C(C=C(C=C1)N1CCC1)N1N=C2N=CC(=CC2=C1)C1=NC=C(C=C1)F